N1=CC(=CC=C1)C=CC=O 3-(3-pyridyl)acrolein